1-(9Z,12Z-octadecadienoyl)-2-(6Z,9Z,12Z-octadecatrienoyl)-glycero-3-phospho-(1'-sn-glycerol) CCCCC/C=C\C/C=C\CCCCCCCC(=O)OC[C@H](COP(=O)(O)OC[C@H](CO)O)OC(=O)CCCC/C=C\C/C=C\C/C=C\CCCCC